N-[4-(3-Cyanophenyl)-5-(2,6-dimethyl-4-pyridyl)thiazol-2-yl]-2-oxa-7-azaspiro[3.4]octan-7-carboxamid C(#N)C=1C=C(C=CC1)C=1N=C(SC1C1=CC(=NC(=C1)C)C)NC(=O)N1CCC2(COC2)C1